(S)-8-chloro-6-(((5,6-difluoropyridin-3-yl)(1H-1,2,3-triazol-4-yl)methyl)amino)-4-((5,6-difluoropyridin-3-yl)amino)quinoline-3-carbonitrile ClC=1C=C(C=C2C(=C(C=NC12)C#N)NC=1C=NC(=C(C1)F)F)N[C@H](C=1N=NNC1)C=1C=NC(=C(C1)F)F